4-[(7-ethyl-7-hydroxy-5,6-dihydrocyclopenta[b]pyridin-2-yl)amino]-2-[4-[rac-(3R,5S)-3,4,5-trimethylpiperazin-1-yl]anilino]pyrimidine-5-carbonitrile C(C)C1(CCC=2C1=NC(=CC2)NC2=NC(=NC=C2C#N)NC2=CC=C(C=C2)N2C[C@H](N([C@H](C2)C)C)C)O |r|